[Pt+2].FC(F)(F)S(=O)(=O)O.FC(F)(F)S(=O)(=O)O di(trifluoromethylsulfonic acid) platinum (ii)